C(CCCCCCCCCCCC=CCCCCCC)(=O)OCCCCCCCCCCCCCO 13-hydroxytridecyl eicos-13-enoate